1,3,6,8-tetra-(4-methoxyphenyl)-2-methoxy-pyrene COC1=CC=C(C=C1)C1=C(C(=C2C=CC3=C(C=C(C4=CC=C1C2=C34)C3=CC=C(C=C3)OC)C3=CC=C(C=C3)OC)C3=CC=C(C=C3)OC)OC